Keto-glycerol O=C(O)C(O)CO